ClC=1C=C2C(=NN(C(C2=CC1Cl)=O)C1=CC=C(C=C1)OC(F)(F)F)C1=CC=C(C=C1)Cl 6,7-dichloro-4-(4-chlorophenyl)-2-[4-(trifluoromethoxy)phenyl]phthalazin-1-one